(2-{[5-tert-butyl-7-(3,3-difluoropyrrolidin-1-yl)-3H-[1,2,3]triazolo[4,5-d]pyrimidin-3-yl]methyl}phenyl)methanesulfonyl fluoride C(C)(C)(C)C=1N=C(C2=C(N1)N(N=N2)CC2=C(C=CC=C2)CS(=O)(=O)F)N2CC(CC2)(F)F